ClC=1C=C2N=C(C(=NC2=CC1)C1=CC=C(C=C1)F)C1=CC=C(C=C1)F 6-chloro-2,3-bis(4-fluorophenyl)quinoxaline